methyl (Z)-2-[5-(3-cyclopropylpyrazol-1-yl)-2-methyl-phenoxy]-3-methoxy-prop-2-enoate C1(CC1)C1=NN(C=C1)C=1C=CC(=C(O\C(\C(=O)OC)=C/OC)C1)C